2-(4-(2-ethyl-5-(3-methylisoxazol-5-yl)pyrimidin-4-yl)azepan-1-yl)-1-morpholinoethan-1-one C(C)C1=NC=C(C(=N1)C1CCN(CCC1)CC(=O)N1CCOCC1)C1=CC(=NO1)C